ethyl-N-[[5-methyl-2-(isopropyl)cyclohexyl]carbonyl]glycine C(C)N(CC(=O)O)C(=O)C1C(CCC(C1)C)C(C)C